C(#C)C1=C2C(=CC(=CC2=CC=C1F)O)C1=C(C=2N=C(N=C(C2C=N1)N1[C@H](CCCC1)COC)OC[C@]12CCCN2C[C@@H](C1)F)F 5-ethynyl-6-fluoro-4-(8-fluoro-2-{[(2R,7aS)-2-fluorotetrahydro-1H-pyrrolizin-7a(5H)-yl]methoxy}-4-[(2R)-2-(methoxymethyl)piperidin-1-yl]pyrido[4,3-d]pyrimidin-7-yl)naphthalen-2-ol